FC=1C=C(C=2N(C1)C(=C(N2)C)C(=O)N2[C@H](C=1C(CC2)=C(N(N1)C)C1=CC(=C(C(=C1)F)F)F)C)F (6,8-difluoro-2-methyl-imidazo[1,2-a]pyridin-3-yl)-[(7S)-2,7-dimethyl-3-(3,4,5-trifluorophenyl)-5,7-dihydro-4H-pyrazolo[3,4-c]pyridin-6-yl]methanone